FC1=CC=C(C=C1)CC(=S)N 2-(4-fluorophenyl)thioacetamide